(2S,4R)-N-((R)-1-(4-carbamimidoylthiophen-2-yl)ethyl)-1-((4-phenoxybenzoyl)glycyl)-4-(o-tolyl)pyrrolidine-2-carboxamide C(N)(=N)C=1C=C(SC1)[C@@H](C)NC(=O)[C@H]1N(C[C@H](C1)C1=C(C=CC=C1)C)C(CNC(C1=CC=C(C=C1)OC1=CC=CC=C1)=O)=O